1-butylimidazolium tris(pentafluoroethyl)triphosphate FC(C(F)(F)F)(F)OP(OC(C(F)(F)F)(F)F)(=O)OP(=O)(OC(C(F)(F)F)(F)F)OP(=O)([O-])[O-].C(CCC)N1C=[NH+]C=C1.C(CCC)N1C=[NH+]C=C1